(6,7-dimethoxy-1-(p-chlorophenyl)-3,4-dihydroisoquinolin-2(1H)-yl)(4-styrylphenyl)methanone COC=1C=C2CCN(C(C2=CC1OC)C1=CC=C(C=C1)Cl)C(=O)C1=CC=C(C=C1)C=CC1=CC=CC=C1